O=C1N(C([C@@H]2[C@H]3C=C[C@@H]([C@H]12)C3)=O)CCCCCOC(CCC(CC(C3=CC=CC=C3)SCCC(=O)O)=O)=O 3-((6-((5-((3aR,4R,7S,7aS)-1,3-dioxo-1,3,3a,4,7,7a-hexahydro-2H-4,7-methanoisoindol-2-yl)pentyl)oxy)-3,6-dioxo-1-phenylhexyl)thio)propanoic Acid